CC1(CN(CC=C1OS(=O)(=O)C(F)(F)F)C(=O)OC(C)(C)C)C tert-butyl 3,3-dimethyl-4-(((trifluoromethyl)sulfonyl)-oxy)-3,6-dihydropyridine-1(2H)-carboxylate